(S)-2-amino-4-fluoro-4-methylpentanoic acid ethyl ester hydrochloride Cl.C(C)OC([C@H](CC(C)(C)F)N)=O